crotyl methyl ketone CC(=O)CC=CC